1,9-diazaspiro[4.5]decan-2-one N1C(CCC12CCCNC2)=O